IF monoiodofluorine